The molecule is a UDP-3-O-[(3R)-3-hydroxytetradecanoyl]-D-glucosamine in which the anomeric centre of the pyranose fragment has alpha-configuration. It is a conjugate acid of an UDP-3-O-[(3R)-3-hydroxytetradecanoyl]-alpha-D-glucosamine(1-). CCCCCCCCCCC[C@H](CC(=O)O[C@@H]1[C@H]([C@H](O[C@@H]([C@H]1O)CO)OP(=O)(O)OP(=O)(O)OC[C@@H]2[C@H]([C@H]([C@@H](O2)N3C=CC(=O)NC3=O)O)O)N)O